(E)-N'-cyano-2-((S)-1-(cyclopropylmethyl)pyrrolidin-2-yl)-N-((1,2,3,5,6,7-hexahydro-s-indacen-4-yl)carbamoyl)ethene-1-sulfonimidamide C(#N)N=S(=O)(NC(NC1=C2CCCC2=CC=2CCCC12)=O)\C=C\[C@H]1N(CCC1)CC1CC1